5-(Hydroxymethyl)-1,2-oxathiolane 2,2-dioxide OCC1CCS(O1)(=O)=O